CC1(CN(C=2C=CC(CC12)=S(=O)=O)CCCCS(=O)(=O)O)C 3,3-dimethyl-1-(4-sulfobutyl)-5-sulfonylindoline